tert-butyl (2'-(4,4-difluoro-2-methylcyclohexyl)-3-fluoro-[2,4'-bipyridin]-3'-yl)carbamate FC1(CC(C(CC1)C1=NC=CC(=C1NC(OC(C)(C)C)=O)C1=NC=CC=C1F)C)F